C(#N)C1N(CSC1)C(CNC(=O)C1=CC=NC2=CC=C(C=C12)C1(CCOCC1)C)=O N-(2-(4-Cyanothiazolidin-3-yl)-2-oxoethyl)-6-(4-methyl-tetrahydro-2H-pyran-4-yl)quinoline-4-carboxamide